ClC1=CC=C(C(=N1)C)N[C@H](C)C=1C=C(C=C2C(C(=C(OC12)C=1C=C(C#N)C=CC1)C)=O)C 3-[8-[(1R)-1-[(6-Chloro-2-methyl-3-pyridyl)amino]ethyl]-3,6-dimethyl-4-oxo-chromen-2-yl]benzonitrile